3-((3-exo)-3-((5-((5-methyl-1H-pyrazol-3-yl)amino)thiazolo[4,5-d]pyrimidin-7-yl)amino)-8-azabicyclo[3.2.1]octan-8-yl)propionitrile CC1=CC(=NN1)NC=1N=C(C2=C(N1)N=CS2)NC2CC1CCC(C2)N1CCC#N